ClC1=C2C(=C(N=C1Cl)C=1C=NC=C(C1)OC)C=1CN(CCC1N2)C(CO)=O 1-(6,7-dichloro-9-(5-methoxypyridin-3-yl)-1,3,4,5-tetrahydro-2H-pyrrolo[3,2-c:4,5-c']dipyridin-2-yl)-2-hydroxyethan-1-one